COC(=O)N1CC2=C(CCC1)C=C(C=C2)C2CC(N(CC2)CC)=O 7-(1-ethyl-2-oxopiperidin-4-yl)-1,3,4,5-Tetrahydro-2H-benzo[c]azepine-2-carboxylic acid methyl ester